tert-butyl 3-butyl-8-hydroxy-2-methyl-7-(methylthio)-3,4-dihydrobenzo[f][1,2,5]thiadiazepine-5(2H)-carboxylate 1,1-dioxide C(CCC)C1N(S(C2=C(N(C1)C(=O)OC(C)(C)C)C=C(C(=C2)O)SC)(=O)=O)C